dipropylethyl ether C(CC)C(C)(CCC)OC(C)(CCC)CCC